BrC1=CC=C(CCNC(=O)C2(CC2)NC)C=C1 N-(4-Bromobenzylmethyl)-1-(methylamino)cyclopropane-1-carboxamide